C(C)C=1OC(=C(N1)CC)CCC 2,4-diethyl-5-propyloxazole